tert-butyl 4-(5-(8-fluoro-2-methylimidazo[1,2-a]pyridin-6-yl)-7-methoxy-2H-indazol-2-yl)piperidine-1-carboxylate FC=1C=2N(C=C(C1)C1=CC3=CN(N=C3C(=C1)OC)C1CCN(CC1)C(=O)OC(C)(C)C)C=C(N2)C